C1(CCCCCCC1)C(C(NC=1N=CC2=C(N1)NC(C21CCOCC1)=O)=O)NC(=O)C=1N(N=CC1)C N-{1-cyclooctyl-2-oxo-2-[(6-oxospiro[7H-pyrrolo[2,3-d]pyrimidin-5,4'-tetrahydropyran]-2-yl)amino]ethyl}-2-methylpyrazole-3-carboxamide